S1(N2[C@H](C(C1)=O)CCC2)(=O)=O (S)-tetrahydropyrrolo[1,2-b]isothiazol-3(2H)-one 1,1-dioxide